styrene cyclohexyl-methacrylate C1(CCCCC1)OC(C(=C)C)=O.C=CC1=CC=CC=C1